(2R)-2-[6-(5-chloro-2-{[trans-4-methoxycyclohexyl]-amino}pyrimidin-4-yl)-1-oxo-2,3-dihydro-1H-isoindol-2-yl]-3-hydroxy-N-[(1R)-1-(3-methoxyphenyl)ethyl]-propanamide ClC=1C(=NC(=NC1)N[C@@H]1CC[C@H](CC1)OC)C1=CC=C2CN(C(C2=C1)=O)[C@@H](C(=O)N[C@H](C)C1=CC(=CC=C1)OC)CO